N[C@@H](C(=O)NCC(=O)N(CC(NC=1SC2=C(N1)C=CC(=C2)OC(F)(F)F)=O)C)CC2=CC=CC=C2 (R)-2-amino-N-(2-(methyl-(2-oxo-2-((6-(trifluoromethoxy)benzo[d]thiazol-2-yl)amino)ethyl)amino)-2-oxoethyl)-3-phenylpropanamide